C([C@@H]1[C@H]([C@@H]([C@](O1)(CO)OCC2([C@H]([C@@H]([C@H](O2)CO)O)O)O)O)O)O The molecule is a glycosyl glycoside comprising D-fructose attached to a D-fructofuranosyl residue via a beta-(2->1)-linkage. It has a role as an algal metabolite.